(+)-7-{1-[1-(4-Fluorophenyl)-1H-1,2,3-triazol-4-yl]propyl}-5-(4-methoxypyrimidin-5-yl)-7H-pyrrolo[2,3-d]pyrimidin-4-amine FC1=CC=C(C=C1)N1N=NC(=C1)C(CC)N1C=C(C2=C1N=CN=C2N)C=2C(=NC=NC2)OC